2,3,11,11a-tetrahydro-1H,5H-benzo[f]pyrrolo[2,1-c][1,4]oxazepin-5-one C1CCN2C1COC1=C(C2=O)C=CC=C1